2-benzhydryl-3-methylazetidin-3-yl methanesulfonate CS(=O)(=O)OC1(C(NC1)C(C1=CC=CC=C1)C1=CC=CC=C1)C